CC=CCC 1,3-dimethylpropene